4-(7H-pyrrolo[2,3-d]pyrimidin-4-yl)-3,4-dihydro-2H-1,4-thiazine-6-carboxamide hydrochloride Cl.N1=CN=C(C2=C1NC=C2)N2CCSC(=C2)C(=O)N